4-((3-(1-(2,2-difluoroethyl)-3-(trifluoromethyl)-1H-pyrazol-4-yl)imidazo[1,2-a]pyrazin-8-yl)amino)-2-ethylbenzamide formate C(=O)O.FC(CN1N=C(C(=C1)C1=CN=C2N1C=CN=C2NC2=CC(=C(C(=O)N)C=C2)CC)C(F)(F)F)F